1-(11Z-eicosenoyl)-2-(9Z-nonadecenoyl)-glycero-3-phosphocholine CCCCCCCCC/C=C\CCCCCCCC(=O)O[C@H](COC(=O)CCCCCCCCC/C=C\CCCCCCCC)COP(=O)([O-])OCC[N+](C)(C)C